2-(2-aminoethoxy)-3-chloro-5-[1-methyl-1-[4-[(2-methylsulfanylpyrimidin-4-yl)methoxy]phenyl]ethyl]benzonitrile NCCOC1=C(C#N)C=C(C=C1Cl)C(C)(C1=CC=C(C=C1)OCC1=NC(=NC=C1)SC)C